3-[4-(5-carbamoyl-1-methyl-indazol-6-yl)oxyphenoxy]propanoic acid C(N)(=O)C=1C=C2C=NN(C2=CC1OC1=CC=C(OCCC(=O)O)C=C1)C